methyl (S)-2-(2,6-difluoro-4-((S)-3-(trifluoromethyl)morpholino) benzamido)-3-(8-(1,3,6-trimethyl-2,4-dioxo-1,2,3,4-tetrahydropyrimidin-5-yl)imidazo[1,2-a]pyridin-5-yl)propanoate FC1=C(C(=O)N[C@H](C(=O)OC)CC2=CC=C(C=3N2C=CN3)C=3C(N(C(N(C3C)C)=O)C)=O)C(=CC(=C1)N1[C@@H](COCC1)C(F)(F)F)F